4-(piperidin-4-yl)-N-(5,6,7,8-tetra-hydronaphthalen-2-yl)benzenesulfonamide N1CCC(CC1)C1=CC=C(C=C1)S(=O)(=O)NC1=CC=2CCCCC2C=C1